O=C(C(=O)OCC(CCCC)CC)CC(C)=O 2-ethylhexyl 2,4-dioxopentanoate